(4S)-2-(1-acetyl-1,2,5,6-tetrahydropyridin-3-yl)-7-(3,5-dimethylisoxazol-4-yl)-4-pyridin-2-yl-4,5-dihydroimidazo[1,5,4-de][1,4]benzoxazine C(C)(=O)N1CC(=CCC1)C1=NC2=CC=C(C3=C2N1[C@H](CO3)C3=NC=CC=C3)C=3C(=NOC3C)C